(R)-3-(6-(((2S,4R)-1-(5-chloro-4-((1-methyl-2-oxoindolin-5-yl)amino)pyrimidin-2-yl)-2-methylpiperidin-4-yl)(methyl)amino)-1-methyl-1H-indazol-3-yl)piperidine-2,6-dione ClC=1C(=NC(=NC1)N1[C@H](C[C@@H](CC1)N(C1=CC=C2C(=NN(C2=C1)C)[C@@H]1C(NC(CC1)=O)=O)C)C)NC=1C=C2CC(N(C2=CC1)C)=O